3-chloro-3-(2-nitrophenyl)acrolein ClC(=CC=O)C1=C(C=CC=C1)[N+](=O)[O-]